(3-amino-2,5,6-trifluorophenyl)(3-morpholinoquinoxalin-6-yl)methanone NC=1C(=C(C(=C(C1)F)F)C(=O)C=1C=C2N=C(C=NC2=CC1)N1CCOCC1)F